(1R,2S)-8-(methylsulfonyl)-2-((S)-5H-imidazo[5,1-a]isoindol-5-yl)-8-azaspiro[4.5]decan-1-ol CS(=O)(=O)N1CCC2(CC[C@H]([C@H]2O)[C@@H]2N3C(C4=CC=CC=C24)=CN=C3)CC1